(2R)-1-{2-[1-(2,2-difluoroethyl)pyrazol-3-ylsulfonyl]-4H,6H-pyrrolo[3,4-c]pyrazol-5-yl}-2-(2-fluorophenyl)-2-hydroxyethanone FC(CN1N=C(C=C1)S(=O)(=O)N1N=C2C(=C1)CN(C2)C([C@H](O)C2=C(C=CC=C2)F)=O)F